BrC1=NC=C(C(=C1)OC=1C(=NC(=NC1)N)NCC(C)C)C(C)C 5-((2-bromo-5-isopropylpyridin-4-yl)oxy)-N4-isobutyl-pyrimidine-2,4-diamine